2-bromo-3,4-difluoroaniline BrC1=C(N)C=CC(=C1F)F